FC=1C(=NC(=NC1)N[C@@H]1CC[C@H](CC1)NC(C)=O)C1=CC(=CC=C1)C=1C(NC=CC1)=O N-(trans-4-((5-fluoro-4-(3-(2-oxo-1,2-dihydropyridin-3-yl)phenyl)pyrimidin-2-yl)amino)cyclohexyl)acetamide